BrC=1C(=NN(C1C([2H])([2H])[2H])C)C(=O)OC(C)(C)C tert-butyl 4-bromo-1-methyl-5-(methyl-d3)-1H-pyrazole-3-carboxylate